(2-((tert-butoxycarbonyl)amino)propoxy)-3-nitrobenzoic acid C(C)(C)(C)OC(=O)NC(COC1=C(C(=O)O)C=CC=C1[N+](=O)[O-])C